C(#N)C1(CC1)C=1N=C(SC1C(=O)OC)N(C)CC1=CC=C(C=C1)OC methyl 4-(1-cyanocyclopropyl)-2-[(4-methoxyphenyl)methyl-methyl-amino]thiazole-5-carboxylate